BrC=1C=CC(=C(C(=O)O)C1)C(CCC(C)(F)F)O 5-bromo-2-(4,4-difluoro-1-hydroxypentyl)benzoic acid